C(CCCC)[O-].[K+] potassium pentanolate